tert-butyl 4-{6-bromo-4-oxothieno[3,2-d]pyrimidin-3-yl}piperazine-1-carboxylate BrC1=CC=2N=CN(C(C2S1)=O)N1CCN(CC1)C(=O)OC(C)(C)C